The molecule is a linear 27-membered polypeptide comprising the sequence Lys-Gly-Lys-Gly-Lys-Gly-Lys-Gly-Lys-Gly-Glu-Asn-Pro-Val-Val-His-Phe-Phe-Phe-Asn-Ile-Val-Thr-Pro-Arg-Thr-Pro. Corresponds to the sequence of the myelin basic protein 83-99 (MBP83-99) immunodominant epitope with the lysyl residue at position 91 replaced by phenylalanyl [MBP83-99(F(91))] and with an (L-lysylglycyl)5 [(KG5)] linker attached to the glutamine(83) (E(83)) residue. CCC(C)[C@@H](C(=O)N[C@@H](C(C)C)C(=O)N[C@@H](C(C)O)C(=O)N1CCC[C@H]1C(=O)N[C@@H](CCCNC(=N)N)C(=O)N[C@@H](C(C)O)C(=O)N2CCC[C@H]2C(=O)O)NC(=O)[C@H](CC(=O)N)NC(=O)[C@H](CC3=CC=CC=C3)NC(=O)[C@H](CC4=CC=CC=C4)NC(=O)[C@H](CC5=CC=CC=C5)NC(=O)[C@H](CC6=CNC=N6)NC(=O)[C@H](C(C)C)NC(=O)[C@H](C(C)C)NC(=O)[C@@H]7CCCN7C(=O)[C@H](CC(=O)N)NC(=O)[C@H](CCC(=O)N)NC(=O)CNC(=O)[C@H](CCCCN)NC(=O)CNC(=O)[C@H](CCCCN)NC(=O)CNC(=O)[C@H](CCCCN)NC(=O)CNC(=O)[C@H](CCCCN)NC(=O)CNC(=O)[C@H](CCCCN)N